1-(3,5-dimethylphenyl)-5-oxo-N-(pyridin-2-ylmethyl)pyrrolidine-3-carboxamid CC=1C=C(C=C(C1)C)N1CC(CC1=O)C(=O)NCC1=NC=CC=C1